C(\C=C\C)(=O)O E-2-butenoic acid